C1(CCCCC1)C(=O)OCN1N=NC(=C1C(=O)O)OC1=CC(=C(C=C1)Cl)Cl 1-(((cyclohexanecarbonyl)oxy)methyl)-4-(3,4-dichlorophenoxy)1H-1,2,3-triazole-5-carboxylic acid